1-(2,5-dioxo-2,5-dihydro-1H-pyrrol-1-yl)-2-oxo-6,9,12,15,18,21,24,27-octaoxa-3-azatriacontan O=C1N(C(C=C1)=O)CC(NCCOCCOCCOCCOCCOCCOCCOCCOCCC)=O